4-(3-((tert-butoxycarbonyl)amino)-propyl)-3-thiophenecarboxylic acid methyl ester COC(=O)C1=CSC=C1CCCNC(=O)OC(C)(C)C